FC1=C(C=CC(=C1C1=CC2=C(N=C(N=C2)NC=2C=NN(C2)C)N2C1=NCC2)C)NC(C2=NC=CC=C2)=O N-(2-fluoro-4-methyl-3-(2-((1-methyl-1H-pyrazol-4-yl)amino)-8,9-dihydroimidazo[1',2':1,6]pyrido[2,3-d]pyrimidin-6-yl)phenyl)picolinamide